Dimethyl-dioctadecyl-ammonium bromide [Br-].C[N+](CCCCCCCCCCCCCCCCCC)(CCCCCCCCCCCCCCCCCC)C